N1=C(NC=2C=NC=CC21)C(=O)N 3H-imidazo[4,5-c]pyridine-2-carboxamide